NC=1C=2N(C3=CC(=C(C=C3N1)C)C(=O)N([C@@H]1COC3=C1C=CC(=C3)C(F)(F)F)C)C=NC2 (S)-4-amino-N,7-dimethyl-N-(6-(trifluoromethyl)-2,3-dihydrobenzofuran-3-yl)imidazo[1,5-a]quinoxaline-8-carboxamide